F[P-](F)(F)(F)(F)F.N1(N=NC2=C1N=CC=C2)OC(=[N+](C)C)N(C)C 2-(1H-7-Azabenzotriazole-1-yl)-1,1,3,3-tetramethyl-uronium hexafluorophosphate